(12AS)-10-chloro-9-(5-methyl-1H-indazol-4-yl)-6-oxo-3,4,12,12a-tetrahydro-6H-benzo[f]pyrazino[2,1-c][1,4]oxazepin-2(1H)-carboxylic acid tert-butyl ester C(C)(C)(C)OC(=O)N1C[C@H]2COC3=C(C(N2CC1)=O)C=CC(=C3Cl)C3=C1C=NNC1=CC=C3C